FC1(CN(CC1)C1=NC=CC=2C3=CC=CC=C3C[C@@H](C3=NN(C=C3C(NC12)=O)C(C)C)C)F (15S)-6-(3,3-difluoro-pyrrolidin-1-yl)-12-iso-propyl-15-methyl-5,8,12,13-tetrazatetracyclo[15.4.0.02,7.010,14]henicosa-1(21),2(7),3,5,10,13,17,19-octaen-9-one